pyridin-2(1h)-one N1C(C=CC=C1)=O